C(C=C)(=O)OC(C(=O)O)CCCC acryloxyhexanoic acid